1-[6-chloro-2-[2-methyl-5-(2,2,2-trifluoroethyl)-1,2,4-triazol-3-yl]-3-pyridyl]ethanone sodium [Na].ClC1=CC=C(C(=N1)C=1N(N=C(N1)CC(F)(F)F)C)C(C)=O